C(C1=CC=CC=C1)N1C(=NC(=C1)C=1C=NC=CC1)C1=CC=CC=C1 1-benzyl-2-phenyl-4-(pyridin-3-yl)-1H-imidazole